NC1CCC(CC1)NC1=NC=CC(=N1)C=1C(=NC=CC1)OC1=C(C=C(C=C1)NS(=O)(=O)C1=CC=CC2=CC=CC=C12)F N-[4-[(1r,4r)-[3-[2-[(4-Aminocyclohexyl)amino]pyrimidin-4-yl]pyrid-2-yl]oxy]-3-fluorophenyl]naphthalene-1-sulfonamide